myristyl tricosylate C(CCCCCCCCCCCCCCCCCCCCCC)(=O)OCCCCCCCCCCCCCC